N-(4-(tert-butyl)thiazol-2-yl)-1-(pyridin-4-ylmethyl)-1H-pyrrole-2-carboxamide C(C)(C)(C)C=1N=C(SC1)NC(=O)C=1N(C=CC1)CC1=CC=NC=C1